3-(2,4-bis(benzyloxy)-6-fluorophenyl)oxetan-3-amine C(C1=CC=CC=C1)OC1=C(C(=CC(=C1)OCC1=CC=CC=C1)F)C1(COC1)N